histidine zinc dihydrate O.O.[Zn].N[C@@H](CC1=CNC=N1)C(=O)O